CCCCC/C=C\CCCCCCCC(=O)O[C@H](COC(=O)CCCCCCCCCCC/C=C\C/C=C\CCCCC)COP(=O)([O-])OCC[N+](C)(C)C 1-(13Z,16Z-docosadienoyl)-2-(9Z-pentadecenoyl)-glycero-3-phosphocholine